F[C@H]1C[C@H](N(C1)C(C)=O)CN1CCCC2=C1N=NC(=C2)C2=C(C=C(C=C2C)C(F)(F)F)O 1-((2S,4S)-4-fluoro-2-((3-(2-hydroxy-6-methyl-4-(trifluoromethyl)phenyl)-6,7-dihydropyrido[2,3-c]pyridazin-8(5H)-yl)methyl)pyrrolidin-1-yl)ethan-1-one